methyl 4-amino-5-[4-amino-5-chloro-2-(2-trimethylsilylethoxymethyl) pyrazol-3-yl]-2-fluoro-benzoate NC1=CC(=C(C(=O)OC)C=C1C=1N(N=C(C1N)Cl)COCC[Si](C)(C)C)F